2-(2-((tert-butoxycarbonyl)amino)pyridin-4-yl)oxazole-4-carboxylic acid C(C)(C)(C)OC(=O)NC1=NC=CC(=C1)C=1OC=C(N1)C(=O)O